5-chloro-4-{[6-chloro-7-(1-methylpiperidin-4-yl)quinazolin-2-yl]amino}-1H-pyrazol ClC1=C(C=NN1)NC1=NC2=CC(=C(C=C2C=N1)Cl)C1CCN(CC1)C